C([O-])([O-])=O.[Al+3].[Zn+2] zinc-aluminium carbonate